C(C1=CC=CC=C1)N(C1=NC2=CC=CC=C2C(N1NC(CC1=CC(=C(C=C1)F)F)=O)=O)C N-[2-(Benzyl-methyl-amino)-4-oxo-4H-quinazolin-3-yl]-2-(3,4-difluoro-phenyl)-acetamide